CC(C)N1CCC(CC1)N1CCN(CCC1)C1=CC=CC(=N1)C1=NC2=C(N1)C=CC=C2 2-(6-{4-[1-(Propan-2-yl)piperidin-4-yl]-1,4-diazepan-1-yl}pyridine-2-yl)-1H-1,3-benzodiazole